FC1(OC2=C(O1)C=CC(=C2)COC2=CC=CC(=N2)C=2CC=NCC2)F 6-(2,2-difluorobenzo[d][1,3]dioxolan-5-ylmethoxy)-3',6'-dihydro-[2,4'-Bipyridyl]